ClC=1C=C(C=2N(N1)C(=CN2)C(NC(C)CCN2N=CC1=CC(=C(C=C21)[N+](=O)[O-])OC)=O)N(C(OC(C)(C)C)=O)C tert-butyl (6-chloro-3-((4-(5-methoxy-6-nitro-1H-indazol-1-yl)butan-2-yl) carbamoyl)imidazo[1,2-b]pyridazin-8-yl)(methyl)carbamate